7-(4-(5-methyl-1,3,4,5-tetrahydro-2H-pyrido[4,3-b]indol-2-yl)butoxy)-2H-benzopyran-2-one CN1C2=C(C=3C=CC=CC13)CN(CC2)CCCCOC2=CC1=C(C=CC(O1)=O)C=C2